(2R)-3-(2-amino-5-chloro-4-methoxycarbonyl-phenyl)sulfanyl-2-(tert-butoxycarbonylamino)propanoic acid NC1=C(C=C(C(=C1)C(=O)OC)Cl)SC[C@@H](C(=O)O)NC(=O)OC(C)(C)C